C(C1=CC=CC=C1)(=O)NC=1C=C(C=C(C1)C1=CC=C(C=C1)OC)C(=O)O 5-Benzoylamino-4'-methoxy-[1,1'-biphenyl]-3-carboxylic acid